C(C)(C)C1=NC(=NO1)C=1C=C2CC[C@H](C2=CC1)C(=O)NC1=CC(=NC=C1)C (R)-5-(5-Isopropyl-1,2,4-oxadiazol-3-yl)-N-(2-methylpyridin-4-yl)-2,3-dihydro-1H-inden-1-carboxamid